ClC1=CC(=C(C=C1)[C@@]1(OC2=C(O1)C=CC=C2C2CCN(CC2)CC=2N(C(=C(N2)C=2OC=C(N2)C(=O)O)C)C[C@H]2OCC2)C)F 2-(2-((4-((S)-2-(4-chloro-2-fluorophenyl)-2-methylbenzo[d][1,3]dioxol-4-yl)piperidin-1-yl)methyl)-5-methyl-1-(((S)-oxetan-2-yl)methyl)-1H-imidazol-4-yl)oxazole-4-carboxylic acid